[Si](C1=CC=CC=C1)(C1=CC=CC=C1)(C(C)(C)C)OC1CN(C1)CCO 2-{3-[(tert-butyldiphenylsilyl)oxy]azetidin-1-yl}ethanol